5-(2,4-ditert-butoxypyrimidin-5-yl)-1-methyl-N-[(1S)-1-phenylethyl]pyrazolo[3,4-c]pyridazin-3-amine C(C)(C)(C)OC1=NC=C(C(=N1)OC(C)(C)C)C=1C=C2C(=NN1)N(N=C2N[C@@H](C)C2=CC=CC=C2)C